IC=1C=C(C=C(C(=O)N(C)CC(CO)O)C1)C(=O)NCC(CO)O 5-Iodo-N1,N3-bis(2,3-dihydroxypropyl)-N1-methyl-isophthalamide